2-(8-bromo-1-oxo-2-isoquinolinyl)acetic acid BrC=1C=CC=C2C=CN(C(C12)=O)CC(=O)O